1-(4,4'-dihydroxyphenyl)cyclohexane OC1(CC=C(C=C1)C1CCCCC1)O